5-(2,4-difluorobenzyl)-1-isobutyl-1H-indazole-6-carboxylate FC1=C(CC=2C=C3C=NN(C3=CC2C(=O)[O-])CC(C)C)C=CC(=C1)F